4-(6-chloro-8-fluoro-2-(((S)-1-methylpyrrolidin-2-yl)methoxy)-4-(2,6-diazaspiro[3.5]nonan-6-yl)quinazolin-7-yl)benzo[d]thiazol-2-amine ClC=1C=C2C(=NC(=NC2=C(C1C1=CC=CC2=C1N=C(S2)N)F)OC[C@H]2N(CCC2)C)N2CC1(CNC1)CCC2